CN1CC=2N(CC1)N=CC2C=2C=C1C(=NC2)NC=C1C1=CC=2N(C=C1)N=CC2C(=O)N2CCOCC2 (5-(5-(5-methyl-4,5,6,7-tetrahydropyrazolo[1,5-a]pyrazin-3-yl)-1H-pyrrolo[2,3-b]pyridin-3-yl)pyrazolo[1,5-a]pyridin-3-yl)(morpholino)methanone